glucosyl gallate C(C1=CC(O)=C(O)C(O)=C1)(=O)OC1[C@H](O)[C@@H](O)[C@H](O)[C@H](O1)CO